C(C1=CC=CC=C1)OC1=C(C=CC=C1F)C1=CC(=C(C=C1F)Cl)C[C@]1(C[C@H](CC1)NS(=O)(=O)C)C(=O)N (1R,3S)-1-((2'-(benzyloxy)-4-chloro-3',6-difluoro-[1,1'-biphenyl]-3-yl)methyl)-3-(methylsulfonamido)cyclopentane-1-carboxamide